m-methoxybromobenzene COC1=CC(=CC=C1)Br